8-fluoro-2-(((2S,7aR)-2-fluorotetrahydro-1H-pyrrolizin-7a(5H)-yl)methoxy)pyrido[4,3-d]pyrimidin-4-amine FC1=CN=CC2=C1N=C(N=C2N)OC[C@@]21CCCN1C[C@H](C2)F